NC=1C=2N(C=CN1)C(=NC2C2=C(C=C(C=C2)C(NC2=NC=CC(=C2)C(F)(F)F)=O)OC)[C@H]2CN(CCO2)C2CCC(CC2)(C(=O)O)C 4-{(2R)-2-[8-amino-1-(2-methoxy-4-{[4-(trifluoromethyl)pyridin-2-yl]carbamoyl}phenyl)imidazo[1,5-a]pyrazin-3-yl]morpholin-4-yl}-1-methylcyclohexanecarboxylic acid